C1(=CC=CC=C1)NC(=O)C1=CSC(=C1)B1OC(C(O1)(C)C)(C)C N-phenyl-5-(4,4,5,5-tetramethyl-1,3,2-dioxaborolan-2-yl)thiophene-3-carboxamide